FC=1C(=C(C=CC1F)[C@H]1[C@@H](OC(O1)(C(F)(F)F)C)C(=O)NC1=CC=NC=C1)OC |r| rac-(4R,5S)-5-(3,4-difluoro-2-methoxyphenyl)-2-methyl-N-(pyridin-4-yl)-2-(trifluoromethyl)-1,3-dioxolane-4-carboxamide